4-(aminomethyl)-1-(5-(5-chloro-2-methoxyphenyl)imidazo[2,1-b][1,3,4]thiadiazol-2-yl)piperidin-4-ol NCC1(CCN(CC1)C1=NN2C(S1)=NC=C2C2=C(C=CC(=C2)Cl)OC)O